[2-(aminomethyl)-3,3-difluoro-allyl]-4-[4-(1-ethylpyrazol-4-yl)-2-pyridinyl]-1,2,4-triazol-3-one trifluoroacetate salt FC(C(=O)O)(F)F.NCC(CC=1N(C(NN1)=O)C1=NC=CC(=C1)C=1C=NN(C1)CC)=C(F)F